NC1=C(C(C=2OC3=C(C2O1)C=CC=C3)C3=C(C=CC=C3)OC)C#N 2-amino-4-(2-methoxyphenyl)-4H-pyrano[3,2-b]benzofuran-3-carbonitrile